O=C1C=CC(=NN1COCC[Si](C)(C)C)C1=CN2C(S1)=C(C=N2)C(=O)N 2-(6-oxo-1-((2-(trimethylsilyl)ethoxy)methyl)-1,6-dihydropyridazin-3-yl)pyrazolo[5,1-b]thiazole-7-carboxamide